3,5-dihydroxy-2-methyl-4H-pyran OC1=C(OC=C(C1)O)C